tert-butyl 3-(((S)-1-(3,5-difluorophenyl)-4-oxobutyl) carbamoyl)-3-hydroxy-8-azabicyclo[3.2.1]octane-8-carboxylate FC=1C=C(C=C(C1)F)[C@H](CCC=O)NC(=O)C1(CC2CCC(C1)N2C(=O)OC(C)(C)C)O